(1S,3S)-3-((6-(5-(aminomethyl)-1-methyl-1H-1,2,3-triazol-4-yl)-2-methylpyridin-3-yl)oxy)cyclohexanecarboxylic acid ethyl ester C(C)OC(=O)[C@@H]1C[C@H](CCC1)OC=1C(=NC(=CC1)C=1N=NN(C1CN)C)C